(3R,6R)-1-benzyl-6-((S)-1-hydroxyethyl)-3-methylpiperazine-2,5-dione C(C1=CC=CC=C1)N1C([C@H](NC([C@H]1[C@H](C)O)=O)C)=O